3-(((5-Phenylpyridin-2-yl)amino)methyl)pyrrolidin-1-carbonitril C1(=CC=CC=C1)C=1C=CC(=NC1)NCC1CN(CC1)C#N